OC=1C=C(C=CC1)C1=CC=C(C=N1)S(=O)(=O)N1CC(CC1)C(=O)N1CCN(CC1)C1=CC=NC2=CC=CC=C12 (1-((6-(3-hydroxyphenyl)pyridin-3-yl)sulfonyl)pyrrolidin-3-yl)(4-(quinolin-4-yl)piperazin-1-yl)methanone